CN1C=CC=2C1=NC=CC2C2=C1CNC(C1=C(C=C2)NC2=NN(C(=C2)C2CCOCC2)C)=O 4-(1-methylpyrrolo[2,3-b]pyridin-4-yl)-7-[(1-methyl-5-tetrahydropyran-4-yl-pyrazol-3-yl)amino]isoindolin-1-one